P(=S)(OCC)(OCC)Cl O,O-diethyl chlorothiophosphate